NCCN1C(NCC1)=O 3-(2-aminoethyl)-2-oxoimidazolidine